(2H)-pyrazole N=1NC=CC1